2-Chloro-4-(8-(6-(4-((4-(3-((2,6-dioxopiperidin-3-yl)amino)phenyl)-piperazin-1-yl)methyl)-piperidine-1-carbonyl)-pyridin-3-yl)-3-methyl-2,8-diazaspiro[4.5]decan-2-yl)benzonitrile ClC1=C(C#N)C=CC(=C1)N1CC2(CC1C)CCN(CC2)C=2C=NC(=CC2)C(=O)N2CCC(CC2)CN2CCN(CC2)C2=CC(=CC=C2)NC2C(NC(CC2)=O)=O